C1(CC1)C=1C=2N(N=C(C1)C=1C(NC(NC1)=O)=O)C=C(N2)C2=CC=CC=C2 5-(8-cyclopropyl-2-phenyl-imidazo[1,2-b]pyridazin-6-yl)-1H-pyrimidine-2,4-dione